tert-Butyl rac-(3S)-3-methyl-6-(3-thienyl)-3,4-dihydro-2H-pyridine-1-carboxylate C[C@@H]1CN(C(=CC1)C1=CSC=C1)C(=O)OC(C)(C)C |r|